ClC=1C=CC2=C(CCCC3=C2N(N=C3C(=O)NN3CCCCC3)C3=C(C=C(C=C3)Cl)Cl)C1 8-Chloro-1-(2,4-dichlorophenyl)-1,4,5,6-tetrahydro-N-1-piperidinyl-benzo[6,7]cyclohepta[1,2-c]pyrazole-3-carboxamide